C(C)(C)(C)N(C(O)=O)CC(CN(C(O)=O)C(C)(C)C)OC=1C=NC(=CC1C1=CC=2N(C=C1)N=C(C2)NC2=NC(=NC(=C2)C)C)C.IC2=C(C(=C(C(=C2[2H])[2H])[2H])[2H])[2H] 1-iodobenzene-2,3,4,5,6-d5 di-tert-butyl-(2-((4-(2-((2,6-dimethylpyrimidin-4-yl)amino)pyrazolo[1,5-a]pyridin-5-yl)-6-methylpyridin-3-yl)oxy)propane-1,3-diyl)dicarbamate